C(N)(=O)C1[C@H]2CN(C[C@@H]12)C1=CC2=C(C[C@](O2)(C)CO)C=C1NC(=O)C=1C=NN2C1N=CC=C2 N-((R)-6-((1R,5S,6R)-6-carbamoyl-3-azabicyclo[3.1.0]hexan-3-yl)-2-(hydroxymethyl)-2-methyl-2,3-dihydrobenzofuran-5-yl)pyrazolo[1,5-a]pyrimidine-3-carboxamide